1-(tetrahydro-2H-pyran-2-yl)-1H-pyrazole-3-carbonitrile O1C(CCCC1)N1N=C(C=C1)C#N